ClC1=C(C=CC=C1)C1NC(C=2C=NC(=C(C21)NC(C2=CC(=CC(=C2)C(F)(F)F)F)=O)OC)=O N-(1-(2-chlorophenyl)-6-methoxy-3-oxo-2,3-dihydro-1H-pyrrolo[3,4-c]pyridin-7-yl)-3-fluoro-5-(trifluoromethyl)benzamide